ClC1=C(C(CN2N=CN=C2)CCC)C=CC(=C1)Cl 1-(2,4-dichloro-β-propylphenethyl)-1H-1,2,4-triazole